Bicyclo(2.2.1)heptenyltriethoxysilane C12=C(CC(CC1)C2)[Si](OCC)(OCC)OCC